(trans)-Ethyl 6-(1-((3-(tert-butoxycarbonyl)cyclobutyl)sulfonyl)piperidin-4-yl)-4-(2-chloro-4-fluorophenyl)-2-(thiazol-2-yl)-1,4-dihydropyrimidine-5-carboxylate C(C)(C)(C)OC(=O)[C@@H]1C[C@H](C1)S(=O)(=O)N1CCC(CC1)C1=C(C(N=C(N1)C=1SC=CN1)C1=C(C=C(C=C1)F)Cl)C(=O)OCC